1H-cyclopenta[c]pyridin C1N=CC=C2C1=CC=C2